4-methyl-5-(β-hydroxyethyl)thiazole CC=1N=CSC1CCO